C1(CCCCC1)OC1=NC=CC=C1C=1C=NN2C1N=C(C(=C2)F)N2CCN(CC2)C(=O)OC(C)(C)C tert-butyl 4-[3-[2-(cyclohexoxy)-3-pyridyl]-6-fluoro-pyrazolo[1,5-a]pyrimidin-5-yl]piperazine-1-carboxylate